imidazoindoline N1C=NC=2C=CC=3CCNC3C21